4-chloro-5-(3-(methoxy(6-methoxypyridin-2-yl)methyl)-5,6-dihydroimidazo[1,2-a]pyrazin-7(8H)-yl)pyridazin-3(2H)-one ClC=1C(NN=CC1N1CC=2N(CC1)C(=CN2)C(C2=NC(=CC=C2)OC)OC)=O